C(CCC)C(CO)(CO)C 2-butyl-2-methylpropane-1,3-diol